OC1C(N(CC1C)C)=O 3-hydroxy-1,4-dimethylpyrrolidin-2-one